C(C)(C)NC(O[C@H]1C[C@H](CC1)C1=CC(=NN1C(C)(C)C)NC=1C=CC2=C(S(CC2)(=O)=O)C1)=O (1R,3S)-3-(1-(tert-butyl)-3-((1,1-dioxido-2,3-dihydrobenzo[b]thiophen-6-yl)amino)-1H-pyrazol-5-yl)cyclopentyl isopropylcarbamate